O(C1=CC=CC=C1)[Si](I)(OC1=CC=CC=C1)OC1=CC=CC=C1 triphenoxyiodosilane